(S)-3-(1H-Benzo[d]imidazol-6-yl)-4-(2,3-dihydrobenzo[b][1,4]dioxin-7-yl)oxazolidin-2-on N1C=NC2=C1C=C(C=C2)N2C(OC[C@@H]2C=2C=CC1=C(OCCO1)C2)=O